OC(C(=O)O)CCO 2,4-Dihydroxy-butyric acid